5-iodoisatoic anhydride IC1=CC=C2C(C(=O)OC(N2)=O)=C1